S1N=CC=C1C(=O)OC1CN(C1)C=1N=C(C2=C(N1)CC[S+]2[O-])N(C2CCOCC2)C [1-[4-[methyl(tetra-hydropyran-4-yl)amino]-5-oxido-6,7-dihydro-thieno[3,2-d]pyrimidin-5-ium-2-yl]azetidin-3-yl] isothiazole-5-carboxylate